(5-(3-amino-3-(1,2,2-trifluoroethyl)piperidin-1-yl)-2-(3,4-difluorophenyl)pyridin-4-yl)methanol NC1(CN(CCC1)C=1C(=CC(=NC1)C1=CC(=C(C=C1)F)F)CO)C(C(F)F)F